BrC1=CC2=C(N(N=C2C=C1Cl)[C@H]1C=C(C(=O)O)O[C@H]([C@@H]1NC(CC1=CC=CC=C1)=O)[C@H](O)[C@H](O)CO)C#N 2,6-Anhydro-4-(5-bromo-6-chloro-3-cyano-2H-indazol-2-yl)-3,4,5-trideoxy-5-(2-phenylacetamido)-D-glycero-D-galacto-non-2-enonic acid